dimethanol-glycine sodium salt [Na+].NCC(=O)[O-].CO.CO